OC(CC(=O)N[C@@H](COC)C1=CC(=CC=C1)OC(F)(F)F)C(C)(C)C 3-Hydroxy-N-[(1R)-2-methoxy-1-[3-(trifluoro-methoxy)phenyl]ethyl]-4,4-dimethyl-pentanamide